N5-(3-nitro-6-phenylpyridin-2-yl)pyridine-2,5-diamine [N+](=O)([O-])C=1C(=NC(=CC1)C1=CC=CC=C1)NC=1C=CC(=NC1)N